2-chloro-4-(trifluoromethyl)-2-methylbenzenesulfonyl chloride ClC1(C(C=CC(=C1)C(F)(F)F)S(=O)(=O)Cl)C